N-(4-(hydroxymethyl)phenyl)-2-(7-methoxy-9H-carbazol-2-yl)acetamide OCC1=CC=C(C=C1)NC(CC1=CC=2NC3=CC(=CC=C3C2C=C1)OC)=O